6-(dimethylamino)-3-(3-(5-methyl-1,2,4-oxadiazol-3-yl) benzoylamino)-4-methylthiazole-5-carboxylate CN(C1=CC=C(C=C1C(=O)NN1CSC(=C1C)C(=O)[O-])C1=NOC(=N1)C)C